1-(2-fluoro-5-methoxyphenyl)pent-1-en-3-one 5-formyl-1-methyl-1H-indole-2-carboxylate C(=O)C=1C=C2C=C(N(C2=CC1)C)C(=O)O.FC1=C(C=C(C=C1)OC)C=CC(CC)=O